C(C1=CC=CC=C1)OC1CC(C1)N1N=C2C=C(C(=CC2=C1)C(=O)OC)OC(C)C methyl 2-((1r,3r)-3-(benzyloxy) cyclobutyl)-6-isopropoxy-2H-indazole-5-carboxylate